N=1C=NN2C1C=C(C=C2)OC2=CC(=C(C=C2C)NC2=NC=NC1=CC(=C(C=C21)NC(\C=C\C2N(C1CC1C2)C)=O)OC)OC (E)-N-(4-((4-([1,2,4]triazolo[1,5-a]pyridin-7-yloxy)-2-methoxy-5-methylphenyl)amino)-7-methoxyquinazolin-6-yl)-3-(2-methyl-2-azabicyclo[3.1.0]hexan-3-yl)acrylamide